N[C@H](C(=O)N(C)[C@H](C(=O)N1C[C@]2(C[C@H]1C(=O)N)C(NC1=C(O2)C=CC(=N1)C)=O)CC1CC1)C (2R,5'S)-1'-((S)-2-((S)-2-amino-N-methylpropanamido)-3-cyclopropylpropanoyl)-6-methyl-3-oxo-3,4-dihydrospiro[pyrido[3,2-b][1,4]oxazine-2,3'-pyrrolidine]-5'-carboxamide